C(CCCC)P(CCCCC)CCCCC tri-n-amyl-phosphine